octacosamidyl-glyceryl-spermine C(CCCCCCCCCCCCCCCCCCCCCCCCCCC)(=O)NN(CCCNCCCCNCCCN)CC(O)CO